1-nonyl-3-Methylimidazolium C(CCCCCCCC)N1C=[N+](C=C1)C